benzyl (R)-(7-chloro-3,4-dihydro-2H-pyrano[3,2-c]pyridin-3-yl)carbamate ClC1=CC2=C(C=N1)C[C@H](CO2)NC(OCC2=CC=CC=C2)=O